BrC1=CC(=C(C(=O)NC2=CC(=C(C=C2)OCC2=CC=C(C=C2)OC)[N+](=O)[O-])C=C1)O 4-bromo-2-hydroxy-N-(4-((4-methoxybenzyl)oxy)-3-nitrophenyl)benzamide